NC1=NC=C(C2=C1C(=C(N2C)C2=CC=C(C=C2)NC(C(=C)F)=O)C2=CC(=C(C(=O)NCC(F)(F)F)C(=C2)OC)F)C#CC(C)(C)O 4-(4-amino-2-{4-[(2-fluoroacryloylamino)]phenyl}-7-(3-hydroxy-3-methylbut-1-ynyl)-1-methylpyrrolo[3,2-c]pyridin-3-yl)-2-fluoro-6-methoxy-N-(2,2,2-trifluoroethyl)benzamide